methyl 3-[bis[(4-methoxyphenyl)methyl]amino]-6-methyl-furo[2,3-b]pyrazine-2-carboxylate COC1=CC=C(C=C1)CN(C1=C(N=C2C(=N1)OC(=C2)C)C(=O)OC)CC2=CC=C(C=C2)OC